C(C)(C)C1=NC=CC=C1 isopropylpyridin